CC1=NN2C(C(=CC(=C2)C[C@@H]2CC[C@H](CC2)C(=O)N2OCC[C@H]2C=2C=NC=C(C2)F)C)=N1 trans-[4-[(2,8-dimethyl-[1,2,4]triazolo[1,5-a]pyridin-6-yl)methyl]cyclohexyl]-[(3S)-3-(5-fluoropyridin-3-yl)-1,2-oxazolidin-2-yl]methanone